N2-(2-(1-(2,2-Difluoroethyl)-1H-pyrazol-4-yl)pyrimidin-4-yl)-5-(1-(difluoromethyl)-1H-pyrazol-3-yl)-N4-((1s,4s)-4-fluorocyclohexyl)pyridine-2,4-diamine FC(CN1N=CC(=C1)C1=NC=CC(=N1)NC1=NC=C(C(=C1)NC1CCC(CC1)F)C1=NN(C=C1)C(F)F)F